(2R,3S,5R)-5-(2-amino-6-thioxo-1,6-dihydro-9H-purin-9-yl)-2-(hydroxymethyl)tetrahydrofuran-3-yl(tert-butyloxycarbonyl)-L-valine NC=1NC(C=2N=CN(C2N1)[C@H]1C[C@@H](C(O1)CO)N([C@H](C(C)C)C(=O)O)C(=O)OC(C)(C)C)=S